3-{[6-(4-chlorophenyl)pyridazin-3-yl]amino}-N-[(5-methylfuran-2-yl)methyl]benzamide ClC1=CC=C(C=C1)C1=CC=C(N=N1)NC=1C=C(C(=O)NCC=2OC(=CC2)C)C=CC1